NC(COC1=CC=C2C(=C(C(N(C2=C1)C)=O)C(=O)N)N1CCC(CC1)C=1OC2=C(N1)C=C(C=C2)C)=O 7-(2-amino-2-oxoethoxy)-1-methyl-4-[4-(5-methyl-1,3-benzooxazol-2-yl)piperidin-1-yl]-2-oxo-1,2-dihydroquinoline-3-carboxamide